2-(4-methylbenzyl)-2-(dimethylamino)-4-morpholinophenone CC1=CC=C(CC2(CN(CCO2)C(=O)C2=CC=CC=C2)N(C)C)C=C1